(s)-3-(4-(4-((benzyloxy)carbonyl)piperazin-1-yl)phenyl)-2-((1-(4,4-dimethyl-2,6-dioxocyclohexylidene)ethyl)amino)propanoic acid C(C1=CC=CC=C1)OC(=O)N1CCN(CC1)C1=CC=C(C=C1)C[C@@H](C(=O)O)NC(C)=C1C(CC(CC1=O)(C)C)=O